OC1=C(C=C(C=C1C(C)(C)C)C(C)(C)C)N1N=C2C(=N1)C=CC(=C2)Cl 2-(2'-hydroxy-3',5'-di-tert-butylphenyl)-5-Chlorobenzotriazole